1-(5-bromo-3-methyl-2-pyridinyl)-4-isopropyl-piperazine BrC=1C=C(C(=NC1)N1CCN(CC1)C(C)C)C